2,6-dimethoxy-N-(5-(pyridin-2-yloxy)-3,4-dihydro-2H-benzopyrano[8,7-d]isoxazol-9-yl)benzenesulfonamide COC1=C(C(=CC=C1)OC)S(=O)(=O)NC1=NOC2=C1C1=C(CCCO1)C(=C2)OC2=NC=CC=C2